calcium oxygen yttrium borate B([O-])([O-])[O-].[Y+3].[O+2].[Ca+2]